ClC=1C(=NC(=NC1)NC=1C=C2CCN(CC2=CC1)C(C(F)(F)F)=O)NC1=C(C=CC=C1)P(=O)(C)C 1-(6-((5-Chloro-4-((2-(dimethylphosphoryl)phenyl)amino)pyrimidin-2-yl)amino)-3,4-dihydroisoquinolin-2(1H)-yl)-2,2,2-trifluoroethan-1-one